ethyl Z-(3-chlorophenyl)-2-fluoropropanoate ClC=1C=C(C=CC1)C(C(=O)OCC)(C)F